8-bromo-7-methyl-chroman BrC=1C(=CC=C2CCCOC12)C